OC1CC(=O)OC1 3-hydroxy-gamma-butyrolactone